C(C)[C@]1(C(OCC=2C(N3C(C=4C(=NC=5C=CC=CC5C4)C3=CC21)([2H])[2H])=O)=O)O (S)-4-ethyl-4-hydroxy-1,12-dihydro-14H-pyrano[3',4':6,7]indolizino[1,2-b]quinoline-3,14(4H)-dione-12,12-d2